5-(4-((1-(4-((S)-2-(3-Chloro-4-cyanophenyl)-3-methyl-2,8-diazaspiro[4.5]decan-8-yl)benzoyl)piperidin-4-yl)meth-yl)piperazin-1-yl)-N-((R)-2,6-dioxopiperidin-3-yl)picolinamide ClC=1C=C(C=CC1C#N)N1CC2(C[C@@H]1C)CCN(CC2)C2=CC=C(C(=O)N1CCC(CC1)CN1CCN(CC1)C=1C=CC(=NC1)C(=O)N[C@H]1C(NC(CC1)=O)=O)C=C2